(4-(2,3-bis(4-fluorophenyl)quinoxalin-5-yl)phenyl)diphenylphosphine oxide FC1=CC=C(C=C1)C1=NC2=CC=CC(=C2N=C1C1=CC=C(C=C1)F)C1=CC=C(C=C1)P(C1=CC=CC=C1)(C1=CC=CC=C1)=O